FC=1C(=NC(=NC1)NC=1C(=NN(C1)C)OC)C1=CNC2=C(C=CC=C12)NC(=O)[C@@H]1N(CCC1)C1CCN(CC1)C (R)-N-(3-(5-fluoro-2-((3-methoxy-1-methyl-1H-pyrazol-4-yl)amino)pyrimidin-4-yl)-1H-indol-7-yl)-1-(1-methylpiperidin-4-yl)pyrrolidine-2-carboxamide